pelargonamide C(CCCCCCCC)(=O)N